OC1(COC1)C1=CC=C(C=C1)C(=O)N1CCC(CC1)OC1=CC=C(C=C1)N1CC2C(C1)COC2 (4-(3-hydroxyoxetan-3-yl)phenyl)(4-(4-(tetrahydro-1H-furo[3,4-c]pyrrol-5(3H)-yl)phenoxy)piperidin-1-yl)methanone